NC1=CC(=C(C(=O)N)C=C1)NC(C1=CC=CC=C1)=O p-aminobenzoylaminobenzamide